hydroxyisobenzofuran OC=1OC=C2C=CC=CC12